C(C)C(CC)NC=1C=C(C=2N(N1)C(=NN2)C(C)C)NC(CC2=CC=NC=C2)=O N-[6-(1-ethylpropylamino)-3-isopropyl-[1,2,4]triazolo[4,3-b]pyridazin-8-yl]-2-(4-pyridyl)acetamide